CN(C1=CC=C(N=N1)N1CC2=CC=C(C=C2CC1)C(=O)N)C1CCNCC1 2-(6-(methyl(piperidin-4-yl)amino)pyridazin-3-yl)-1,2,3,4-tetrahydro-isoquinoline-6-carboxamide